FC1=C2C(NC(N(C2=CC=C1)CC1=CC(=CC=C1)C(=O)N1CCN(CC1)C(=O)C1CCCC1)=O)=O 5-Fluoro-1-(3-(4-(Cyclopentylcarbonyl)piperazine-1-carbonyl)benzyl)quinazoline-2,4(1H,3H)-dione